N3-(2-Cyanobenzyl)-1,2-dimethyl-N3-(1-tetrahydro-2H-pyran-2-yl-1H-indazol-5-yl)-1H-pyrrole-3-carboxamide C(#N)C1=C(CN(C(=O)C2=C(N(C=C2)C)C)C=2C=C3C=NN(C3=CC2)C2OCCCC2)C=CC=C1